BrC=1C=C2C(N(C(C2=C(C1)F)(OC1CC(CC1)O)C1=CC=C(C=C1)Cl)CC1=NC=C(C#N)C=C1)=O 6-[5-bromo-1-(4-chloro-phenyl)-7-fluoro-1-(3-hydroxy-cyclopentyloxy)-3-oxo-1,3-dihydro-isoindol-2-ylmethyl]-nicotinonitrile